2-(2-chlorophenyl)benzo[4,5]imidazo[1,2-a]pyrimidine ClC1=C(C=CC=C1)C1=NC=2N(C=C1)C1=C(N2)C=CC=C1